2,6-dimethyl-6-octenoic acid CC(C(=O)O)CCCC(=CC)C